2-(2-Chlorophenyl)-2-fluoro-propionic acid methyl ester COC(C(C)(F)C1=C(C=CC=C1)Cl)=O